N-(6-(5-(Hydroxymethyl)pyridin-2-yl)thiazolo[4,5-b]pyrazin-2-yl)-4-(2-methoxyphenyl)-6-methylnicotinamide OCC=1C=CC(=NC1)C=1N=C2C(=NC1)N=C(S2)NC(C2=CN=C(C=C2C2=C(C=CC=C2)OC)C)=O